FC1=C(C=CCN1C)N1CCN(CC1)CC=1C=C2NC(C(=NC2=C(C1)C#CC)C)=O 6-fluoro-N-methyl-5-(4-((2-methyl-3-oxo-8-(prop-1-yn-1-yl)-3,4-dihydroquinoxalin-6-yl)methyl)piperazin-1-yl)pyridine